C(C)(C)(C)OC(=O)C=1C(=NC(=CC1)Cl)CCCCCOS(=O)(=O)C1=CC=C(C)C=C1 6-chloro-2-[5-(p-toluenesulfonyloxy)pentyl]Pyridine-3-carboxylic acid tert-butyl ester